(2S,4S,5S)-5-(2-chlorophenyl)-1-(2'-methoxy-[1,1'-biphenyl]-4-carbonyl)-4-(phenylsulfonyl)pyrrolidine-2-carboxylic acid ClC1=C(C=CC=C1)[C@H]1[C@H](C[C@H](N1C(=O)C1=CC=C(C=C1)C1=C(C=CC=C1)OC)C(=O)O)S(=O)(=O)C1=CC=CC=C1